FC1=CC(=CC=2C(=NOC21)N2C(SC(C2)=C)=O)C=O 7-fluoro-3-(5-methylene-2-oxothiazol-3-yl)benzo[d]isoxazole-5-carbaldehyde